C[C@@]1(N(C[C@@H](C1)O)C(=O)OCC1=CC=CC=C1)C(=O)[O-] (2S,4R)-1-benzyl 2-methyl-4-hydroxypyrrolidine-1,2-dicarboxylate